OC1=CC=C(C=C1)CC(C(=O)[O-])=O p-hydroxyphenylpyruvate